NC1=CC(=C(C(=O)O)C(=C1)I)I 4-amino-2,6-diiodo-benzoic acid